2-[4-(trifluoromethoxy)phenyl]-2H-1,2,3-triazole-4-carboxylic acid Ethyl-2-[4-(trifluoromethoxy)phenyl]-2H-1,2,3-triazole-4-carboxylate C(C)OC(=O)C1=NN(N=C1)C1=CC=C(C=C1)OC(F)(F)F.FC(OC1=CC=C(C=C1)N1N=CC(=N1)C(=O)O)(F)F